8-[5-[5-[(1R)-1-(3,5-dichloro-4-pyridyl)ethoxy]-1H-indazol-3-yl]pyrimidin-2-yl]-1,8-diazaspiro[4.5]decan-2-one ClC=1C=NC=C(C1[C@@H](C)OC=1C=C2C(=NNC2=CC1)C=1C=NC(=NC1)N1CCC2(CCC(N2)=O)CC1)Cl